3-phenyl-3,3a,4,5-tetrahydro-2H-benz[g]indazole C1(=CC=CC=C1)C1NN=C2C3=C(CCC12)C=CC=C3